[3-[(5-chloro-6-piperazin-1-yl-3-pyridyl)methoxy]phenyl]methanamine ClC=1C=C(C=NC1N1CCNCC1)COC=1C=C(C=CC1)CN